5-(4-methylpyridin-3-yl)-1H-indazole CC1=C(C=NC=C1)C=1C=C2C=NNC2=CC1